BrC=1C(=CC=2C3=C(C(=NC2C1Cl)OC[C@H]1N(CCC1)C)N=NN3[C@@H]3C[C@H](N(CC3)C(=O)OC(C)(C)C)CC#N)Cl tert-butyl (2S,4S)-4-(7-bromo-6,8-dichloro-4-(((S)-1-methylpyrrolidin-2-yl)methoxy)-1H-[1,2,3]triazolo[4,5-c]quinolin-1-yl)-2-(cyanomethyl)piperidine-1-carboxylate